C(O)(=O)F.C=C ethylene Fluorocarbonate